O=C1C=CC(=CN1)N1N=C(N=C1)C(=O)O 1-(6-Oxo-1H-pyridin-3-yl)-1,2,4-triazole-3-carboxylic acid